C(#N)C=C1CN(C1)C1=CC=C(C(=O)NC(C)C)C=C1 4-[3-(Cyanomethylene)azetidin-1-yl]-N-isopropylbenzamide